HEXAMETHYLCYCLOTRISILOXANE C[Si]1(O[Si](O[Si](O1)(C)C)(C)C)C